C(=C)B1OB(OB(O1)C=C)C=C 2,4,6-trivinylcyclotriboroxane